[Si](C1=CC=CC=C1)(C1=CC=CC=C1)(C(C)(C)C)OC[C@H]1N(C[C@@H](CC1)C(NCC1=NC=CN=C1Cl)=O)C(=O)OCC1=CC=CC=C1 (2S,5R)-benzyl 2-(((tert-butyldiphenylsilyl)oxy)methyl)-5-(((3-chloropyrazin-2-yl)methyl)carbamoyl)piperidine-1-carboxylate